FC1=C(C(=C(C2=C1C#CCCC1=C2C=CC=C1)OC)OC)F difluoro-dimethoxy-dibenzocyclooctyne